CC1=C(C(=CC=C1)C)C=1C(=NN(C1)C1=C2C(=NC=C1)NC=C2)C 4-[4-(2,6-Dimethyl-phenyl)-3-methyl-pyrazol-1-yl]-1H-pyrrolo[2,3-b]pyridine